2-(7-((4-(2,4-dioxotetrahydropyrimidin-1(2H)-yl)benzyl)amino)-1-oxoisoindolin-2-yl)-2-(5-fluoro-2-hydroxyphenyl)-N-(thiazol-2-yl)acetamide O=C1N(CCC(N1)=O)C1=CC=C(CNC=2C=CC=C3CN(C(C23)=O)C(C(=O)NC=2SC=CN2)C2=C(C=CC(=C2)F)O)C=C1